N-(Oxetan-3-ylmethyl)-3-((1-oxo-6-(3-(trifluoromethyl)-1H-pyrazol-4-yl)isoquinolin-2(1H)-yl)methyl)benzamide O1CC(C1)CNC(C1=CC(=CC=C1)CN1C(C2=CC=C(C=C2C=C1)C=1C(=NNC1)C(F)(F)F)=O)=O